1'-((7-ethyl-6-carbonyl-5,6-dihydro-1,5-naphthyridin-3-yl)methyl)-2-methoxy-N-methyl-1',2',3',6'-tetrahydro-[3,4'-bipyridine] C(C)C=1C(NC=2C=C(C=NC2C1)CN1CCC(=CC1)C=1C(N(C=CC1)C)OC)=C=O